ClC1=CC=C(N=N1)NC1C[C@@H]2[C@@H](CN(C2)CC2CCOCC2)C1 (3Ar,5s,6as)-N-(6-chloropyridazin-3-yl)-2-((tetrahydro-2H-pyran-4-yl)methyl)octahydrocyclopenta[c]pyrrol-5-amine